(2E)-5-(3-fluoro-5-hydroxyphenyl)-2-(hydroxyimino)-2,3-dihydro-1H-inden-1-one FC=1C=C(C=C(C1)O)C=1C=C2C\C(\C(C2=CC1)=O)=N/O